ClC1=C(C(=O)N2C[C@H](N(CC2)C2=CC=C(C(=C2C(=O)N[C@H]2CNCC2)F)C=2C(=NC=CC2)OCC)CC)C=CC(=C1)F 6-[(2R)-4-(2-chloro-4-fluorobenzoyl)-2-ethylpiperazin-1-yl]-3-(2-ethoxypyridin-3-yl)-2-fluoro-N-[(3R)-pyrrolidin-3-yl]benzamide